C(C)(C)C1=CC(=NO1)C(=O)NCC=1SC(=NN1)C1=CC=CC=C1 5-isopropyl-N-[(5-phenyl-1,3,4-thiadiazol-2-yl)methyl]isoxazole-3-carboxamide